2-((5-chloropyridin-2-yl)imino)-4-phenylthiazole ClC=1C=CC(=NC1)N=C1SC=C(N1)C1=CC=CC=C1